C(CCCCCCCCCCCCCCCCCCCCCC)(=O)OCCCCCCCCCCCCCCCCCCCCCCCCCCCC montanyl tricosanate